ClC1=CC=C(C=C1)NC1=CC(=NC(=N1)N1CCOCC1)C#N 6-((4-chlorophenyl)amino)-2-morpholinopyrimidine-4-carbonitrile